C[C@H]1COC[C@@H](O1)COC1=CC=C(C=C1)C=1C=C(C(NC1C(F)(F)F)=O)C(=O)N 5-(4-(((2r,6s)-6-methyl-1,4-dioxan-2-yl)methoxy)phenyl)-2-oxo-6-(trifluoromethyl)-1,2-dihydropyridine-3-carboxamide